1-(2,4-Dihydroxy-6-methoxyphenyl)-3-(4-fluorophenyl)prop-2-en-1-one OC1=C(C(=CC(=C1)O)OC)C(C=CC1=CC=C(C=C1)F)=O